[Ca].CC1(C(C2=C(OC=CO2)C(C1)=O)=O)S(=O)(=O)O 6-methyl-5,8-dioxo-5,6,7,8-tetrahydrobenzo[b][1,4]dioxin-6-sulfonic acid calcium